FC1=C(C=CC=2[C@@H](C3=C([Se]CC21)C=CC=C3)N3N2C(C(N1[C@H]3COCC1)=O)=C(C(C=C2)=O)O)F (R)-12-((S)-7,8-difluoro-6,11-dihydrodibenzo[b,e]selenepin-11-yl)-7-hydroxy-3,4,12,12a-tetrahydro-1H-[1,4]oxazino[3,4-c]pyrido[2,1-f][1,2,4]triazine-6,8-dione